(4-(3-(bis-(2-Hydroxyethyl)amino)propoxy)phenyl)(phenyl)methanon OCCN(CCCOC1=CC=C(C=C1)C(=O)C1=CC=CC=C1)CCO